4-pyrrolidinylpyridine C1CCN(C1)C2=CC=NC=C2